C(CCCCCCCSCC(CC(C)C)=O)SCC(CC(C)C)=O 4'-(octane-1,8-diylbis(sulfanediyl))bis(4-methylpentan-2-one)